7-amino-3-methyl-6-(5-methyl-1H-indazol-4-yl)-2-(1-methyl-1H-pyrazol-4-yl)-5-oxo-5,6-dihydro-1,6-naphthyridine-8-carboxamide NC=1N(C(C=2C=C(C(=NC2C1C(=O)N)C=1C=NN(C1)C)C)=O)C1=C2C=NNC2=CC=C1C